1-((2-Fluoro-6-((4-(((1,1,1,3,3,3-hexafluoropropan-2-yl)oxy)carbonyl)piperazin-1-yl)methyl)-3-methylphenoxy)methyl)cyclopentane-1-carboxylic acid FC1=C(OCC2(CCCC2)C(=O)O)C(=CC=C1C)CN1CCN(CC1)C(=O)OC(C(F)(F)F)C(F)(F)F